Sodium Glycolic Acid Ferulate C(\C=C\C1=CC(OC)=C(O)C=C1)(=O)[O-].C(CO)(=O)O.[Na+]